NC=1NC(C=2N(C(N(C2N1)[C@@H]1O[C@@H](C[C@H]1O)[C@H](CC)O)=O)CCSC)=O 2-amino-9-((2R,3R,5S)-3-hydroxy-5-((S)-1-hydroxypropyl)tetrahydrofuran-2-yl)-7-(2-(methylthio)ethyl)-7,9-dihydro-1H-purine-6,8-dione